N1C(=CC=2C=NC=CC21)CNC(=O)[C@H]2N(CC1(OCCO1)C2)C(CNC(C2=NC=C(C=C2)C2=CC=CC=C2)=O)=O (S)-N-((1H-pyrrolo[3,2-c]pyridin-2-yl)methyl)-7-((5-phenylpicolinoyl)glycyl)-1,4-dioxa-7-azaspiro[4.4]nonane-8-carboxamide